ClC1=CC=CC2=C1CNCC(O2)CC 6-Chloro-2-ethyl-2,3,4,5-tetrahydrobenzo[f][1,4]oxazepine